The molecule is a morphinane alkaloid that is a highly potent opiate analgesic psychoactive drug. Morphine acts directly on the central nervous system (CNS) to relieve pain but has a high potential for addiction, with tolerance and both physical and psychological dependence developing rapidly. Morphine is the most abundant opiate found in Papaver somniferum (the opium poppy). It has a role as an opioid analgesic, a mu-opioid receptor agonist, a plant metabolite, an environmental contaminant, a xenobiotic, a vasodilator agent, an anaesthetic and a drug allergen. It is an organic heteropentacyclic compound, a tertiary amino compound and a morphinane alkaloid. It is a conjugate base of a morphine(1+). It derives from a hydride of a morphinan. CN1CC[C@]23[C@@H]4[C@H]1CC5=C2C(=C(C=C5)O)O[C@H]3[C@H](C=C4)O